3-ethyl-2-hydroxy-2-cyclopentene C(C)C1=C(CCC1)O